ClC1=C(C=2SCC[C@H]3N(C2N=C1)CCNC3)Cl (R)-3,4-dichloro-6,7,7a,8,10,11-hexahydro-9H-pyrazino[1,2-d]pyrido[3,2-b][1,4]thiazepin